CCC(C)C(=O)O[C@@]12C[C@H]([C@]3([C@H]([C@@H]1C2(C)C)C=C(C[C@]4([C@H]3C=C(C4=O)C)O)COC(=O)C)O)C The molecule is a phorbol ester that is 12-deoxyphorbol in which the hydroxy groups at positions 13 and 20 have been converted to their respective 2-methylbutanoate and acetate esters. It has a role as a plant metabolite. It is a phorbol ester, a butyrate ester, an acetate ester and a tertiary alpha-hydroxy ketone.